FC(N1N=C(C=C1)C(C)(C)NC1=NC(=NC(=N1)C=1C=CC=2N(C1)C=NC2)N)F N4-[1-[1-(difluoromethyl)pyrazol-3-yl]-1-methyl-ethyl]-6-imidazo[1,5-a]pyridin-6-yl-1,3,5-triazine-2,4-diamine